Cl.N1(CCCCC1)C(=O)N piperidine-1-carboxamide hydrochloride